1-(2-benzoylamino-acetyl)piperidine-4-carboxylic acid C(C1=CC=CC=C1)(=O)NCC(=O)N1CCC(CC1)C(=O)O